COC1[C@@H]2CN(C[C@H]12)C(=O)OC(C)(C)C tert-butyl (1R,5S,6s)-6-methoxy-3-azabicyclo[3.1.0]hexane-3-carboxylate